4-(1-fluoroethoxy)-1-methyl-1H-benzo[d]imidazole-6-carboxylic acid FC(C)OC1=CC(=CC=2N(C=NC21)C)C(=O)O